5-(azetidin-2-ylmethoxy)-N-(1-(7-methoxy-2-methylquinolin-5-yl)cyclopropyl)-2-methylbenzamide N1C(CC1)COC=1C=CC(=C(C(=O)NC2(CC2)C2=C3C=CC(=NC3=CC(=C2)OC)C)C1)C